3-(6-(4-((S)-1-(3,9-diazaspiro[5.5]undecan-3-yl)ethyl)piperidin-1-yl)-7-fluoro-1-methyl-1H-indazol-3-yl)piperidine-2,6-dione C1CN(CCC12CCNCC2)[C@@H](C)C2CCN(CC2)C2=CC=C1C(=NN(C1=C2F)C)C2C(NC(CC2)=O)=O